N1(CCOCC1)C1=CC=C(NC2=NC=CC(=N2)C2=CC=C(C=C2)NC(=O)[C@@H]2NCCC2)C=C1 (2R)-N-[4-[2-(4-morpholin-4-ylanilino)pyrimidin-4-yl]phenyl]pyrrolidine-2-carboxamide